5-fluoro-6-oxo-1,6-dihydropyridine-3-carboxylic acid methyl ester COC(=O)C1=CNC(C(=C1)F)=O